(3-((6-chloro-4-methoxypyridin-3-yl)carbamoyl)-3-(2-isopropylphenyl)azetidine-1-carbonyl)glycine ClC1=CC(=C(C=N1)NC(=O)C1(CN(C1)C(=O)NCC(=O)O)C1=C(C=CC=C1)C(C)C)OC